2-(2,5-dimethoxy-4-methylselenophenyl)ethylamine COC=1[Se]C(=C(C1CCN)C)OC